3-(3-Chloro-1H-indol-2-yl)-1-((tetrahydro-2H-pyran-4-yl)methyl)-1H-pyrazolo[3,4-d]pyrimidin-4-amine ClC1=C(NC2=CC=CC=C12)C1=NN(C2=NC=NC(=C21)N)CC2CCOCC2